4,7-dihydro-2H-oxocin-2,8(3H)-dione O1C(CCC=CCC1=O)=O